4-(4,6-bis(4-methoxystyryl)pyrimidin-2-oxy)butylguanidinium trifluoroacetate FC(C(=O)[O-])(F)F.COC1=CC=C(C=CC2=NC(=NC(=C2)C=CC2=CC=C(C=C2)OC)OCCCCNC(=[NH2+])N)C=C1